(10R)-6,6-difluoro-10-(methoxymethyl)-3-(1H-pyrazol-4-yl)-2-thia-8,11-diazatricyclo[6.4.1.04,13]trideca-1(13),3-dien-12-one FC1(CC2=C(SC=3C(N[C@H](CN(C1)C32)COC)=O)C=3C=NNC3)F